glucose 6-phosphogluconate P(=O)(O)(O)O[C@@H](C(=O)OC[C@H]([C@H]([C@@H]([C@H](C=O)O)O)O)O)[C@@H](O)[C@H](O)[C@H](O)CO